1,2,3-tris(mercaptomethyl-methoxy)benzene SCCOC1=C(C(=CC=C1)OCCS)OCCS